Ethyl 2-(5-methyl-1,1-dioxido-4-oxothiochroman-3-yl)-2-oxoacetate CC1=C2C(C(CS(C2=CC=C1)(=O)=O)C(C(=O)OCC)=O)=O